(3S)-7-(Phenylmethoxy)-5-fluoro-6-[(2-methoxy-2-oxoethyl)(trifluoroacetyl)amino]-3-(4-methylpentyl)-3,4-dihydroisoquinoline-2(1H)-carboxylic acid tert-butyl ester C(C)(C)(C)OC(=O)N1CC2=CC(=C(C(=C2C[C@@H]1CCCC(C)C)F)N(C(C(F)(F)F)=O)CC(=O)OC)OCC1=CC=CC=C1